C1=CC(=CC(=C1)Br)C2=NNN=C2 4-(3-bromophenyl)-2H-triazole